NC1=C(C=C(C=C1)N(C)C)NC(N(C)CCN(C(=O)N1C=CC2=C1N=CN=C2N(C)[C@H]2CN(CC[C@H]2C)C(CC#N)=O)C)=O N-(2-(3-(2-amino-5-(dimethylamino)phenyl)-1-methylureido)ethyl)-4-(((3R,4R)-1-(2-cyanoacetyl)-4-methylpiperidin-3-yl)(methyl)amino)-N-methyl-7H-pyrrolo[2,3-d]pyrimidine-7-carboxamide